OC1=CC=C(C=C1)C1=CC=C2C(=NNC2=C1)NC(CCC)=O N-[6-(4-Hydroxyphenyl)-1h-Indazol-3-Yl]butanamide